2-((3,5-dicyano-4-ethyl-6-(4-((2-hydroxyethyl)amino)-4-methylpiperidin-1-yl)pyridin-2-yl)sulfanyl)-2-phenylacetamide C(#N)C=1C(=NC(=C(C1CC)C#N)N1CCC(CC1)(C)NCCO)SC(C(=O)N)C1=CC=CC=C1